C1(=CC=CC=C1)C1=NC2=CC=CC=C2C(C1OC(=O)C(C)(C)C)=O 2-phenyl-3-t-butylcarbonyloxy-quinolin-4-one